C1(CC1)C(=O)N1CCN(CC1)C(=O)C=1C=NC2=CC=C(C=C2C1N1N=CC(=C1)C)OC (4-(cyclopropanecarbonyl)piperazin-1-yl)(6-methoxy-4-(4-methyl-1H-pyrazol-1-yl)quinolin-3-yl)methanone